N1C=NC(=C1)CNC(=O)C1CC(C1)C1=CC=C(C=C1)C1=CC=C(C=C1)\C=C\[C@@H](CO)N1C(=NC=C1)[C@H](C)O N-((1H-imidazol-4-yl)methyl)-3-(4'-((S,E)-4-hydroxy-3-(2-((S)-1-hydroxyethyl)-1H-imidazol-1-yl)but-1-en-1-yl)-[1,1'-biphenyl]-4-yl)cyclobutane-1-carboxamide